FC=1C=C(C=C(C1)OCC(C)C)C1=CC=C(C(=N1)N1C(C[C@@H](C1)C)(C)C)C(=O)NS(=O)(=O)C1=CC=C(C=C1)OC 6-(3-Fluoro-5-isobutoxyphenyl)-N-(4-methoxyphenyl)sulfonyl-2-[(4S)-2,2,4-trimethylpyrrolidin-1-yl]pyridin-3-carboxamid